(3R,4R)-METHYL-3-(N,N-BIS(4-METHOXYBENZYL)SULFAMOYL)-4-METHYLHEPT-6-ENOIC ACID CC(C(=O)O)[C@@H]([C@@H](CC=C)C)S(N(CC1=CC=C(C=C1)OC)CC1=CC=C(C=C1)OC)(=O)=O